ClC=1C=C(CNC2=C3N=CN(C3=NC(=N2)C=2C=NC=C(C2)Cl)[C@H]2[C@@H]([C@@H]([C@H](O2)C(=O)NC([2H])([2H])[2H])O)O)C=CC1 (2S,3S,4R,5R)-5-(6-((3-chlorobenzyl)amino)-2-(5-chloropyridin-3-yl)-9H-purin-9-yl)-3,4-Dihydroxy-N-(methyl-d3)tetrahydrofuran-2-carboxamide